2-(5-(((2-carboxyethyl)(methyl)amino)methyl)-6-hydroxy-3-oxo-3H-xanthen-9-yl)-5-((2-(2-((6-chlorohexyl)oxy)ethoxy)ethyl)carbamoyl)benzoic acid C(=O)(O)CCN(C)CC1=C2OC3=CC(C=CC3=C(C2=CC=C1O)C1=C(C(=O)O)C=C(C=C1)C(NCCOCCOCCCCCCCl)=O)=O